4-CYCLOPROPYL-N-(5-(DIFLUOROMETHYL)-6-(2H-1,2,3-TRIAZOL-2-YL)PYRIDIN-3-YL)-3-PHENYLISOTHIAZOLE-5-CARBOXAMIDE C1(CC1)C=1C(=NSC1C(=O)NC=1C=NC(=C(C1)C(F)F)N1N=CC=N1)C1=CC=CC=C1